O=C1NC(CCC1N1C(C2=CC=CC(=C2C1=O)NCCCN1CCNCC1)=O)=O 2-(2,6-dioxo-3-piperidyl)-4-(3-piperazin-1-ylpropylamino)isoindoline-1,3-dione